2-[4-(bromomethyl)phenyl]-5-cyclopropyl-1,3,4-oxadiazole BrCC1=CC=C(C=C1)C=1OC(=NN1)C1CC1